tert-butyl (R)-(1-(4-cyano-2-(morpholine-4-carbonyl)-6-(trifluoromethyl)phenyl)pyrrolidin-3-yl)carbamate C(#N)C1=CC(=C(C(=C1)C(F)(F)F)N1C[C@@H](CC1)NC(OC(C)(C)C)=O)C(=O)N1CCOCC1